Cl.N1=C(C=CC=2CNCCC12)C(=O)O 5,6,7,8-tetrahydro-1,6-naphthyridine-2-carboxylate hydrochloride